BrC=1NC=C(C1)[N+]#[C-] 2-bromo-4-isocyano-1H-pyrrole